ClC1=CNC=2C1=NC(=CC2CNCC2CCC2)C(=O)NC=2C=NC=C(C2)C2(CC(C2)C)C2=NN=CN2C 3-chloro-7-(((cyclobutylmethyl)amino)methyl)-N-(5-((1s,3s)-3-methyl-1-(4-methyl-4H-1,2,4-triazol-3-yl)cyclobutyl)pyridin-3-yl)-1H-pyrrolo[3,2-b]pyridine-5-carboxamide